ONC(=N)C1=C(C=CC(=C1)C)S(=O)(=O)N1[C@@H](CCC1)C(=O)OC(C)(C)C tert-Butyl ((2-(N-hydroxycarbamimidoyl)-4-methylphenyl)sulfonyl)-L-prolinate